FC(CN1CCC2(CN(C(N2CC2=CC(=CC(=C2)OC)F)=O)C2=NC(=C(C=C2)C=2C=NNC2)CC)CC1)F 8-(2,2-difluoroethyl)-3-(6-ethyl-5-(1H-pyrazol-4-yl)pyridin-2-yl)-1-(3-fluoro-5-methoxybenzyl)-1,3,8-triazaspiro[4.5]decan-2-one